4-fluoro-1-methylpyrrolo[2,3-b]pyridine-5-carboxylic acid FC1=C2C(=NC=C1C(=O)O)N(C=C2)C